C1(CC1)N1C=CC=2C1=NC(N(C2)C=2N=C(OC2C2=CC=C(C=C2)C(F)(F)F)C2=NC=CC(=C2)C)=O 7-cyclopropyl-3-[2-(4-methylpyridin-2-yl)-5-[4-(trifluoromethyl)phenyl]-1,3-oxazol-4-yl]-2H,3H,7H-pyrrolo[2,3-d]pyrimidin-2-one